N1=C(C=CC=C1)CNCC1=CC=C(C=C1)CN(C1CCCC=2C=CC=NC12)CC(=O)O N-(2-pyridylmethyl)-N'-(carboxymethyl)-N'-(5,6,7,8-tetrahydro-8-quinolinyl)-1,4-xylylenediamine